7-benzyloxy-9-(difluoromethyl)-3-fluoro-pyrido[2,3-b]indole C(C1=CC=CC=C1)OC1=CC=C2C3=C(N(C2=C1)C(F)F)N=CC(=C3)F